3-methoxypicolinohydrazide COC=1C(=NC=CC1)C(=O)NN